BrC=1SC=C(C1CC(CO)N(C(OC(C)(C)C)=O)C)C tert-butyl N-[1-[(2-bromo-4-methyl-3-thienyl)methyl]-2-hydroxy-ethyl]-N-methyl-carbamate